4-fluoro-3-(1,2,5,6-tetrahydropyridin-3-yl)-1-benzofuran-7-carbonitrile FC1=CC=C(C2=C1C(=CO2)C=2CNCCC2)C#N